1-Benzyl 3-methyl 2-oxopiperidine-1,3-dicarboxylate O=C1N(CCCC1C(=O)OC)C(=O)OCC1=CC=CC=C1